FC1(CCC(CC1)[C@H](NC(=O)C1=NON=C1C(C)C)C=1OC2=C(N1)C=C(C=C2)CN2C(N[C@@H](C2)C(F)(F)F)=O)F N-((S)-(4,4-difluorocyclohexyl)(5-(((S)-2-oxo-4-(trifluoromethyl)imidazolidin-1-yl)methyl)-benzo[d]oxazol-2-yl)methyl)-4-isopropyl-1,2,5-oxadiazole-3-carboxamide